triethylmethylphosphonium methyl-sulfate COS(=O)(=O)[O-].C(C)[P+](C)(CC)CC